4-(phenylthio)-2-(trifluoromethyl)quinazoline C1(=CC=CC=C1)SC1=NC(=NC2=CC=CC=C12)C(F)(F)F